FC1=CC=C2C(=NC(=NC2=C1)C)NC(C(=O)O)CCN(CCCCC1=NC=2NCCCC2C=C1)CCOC=1C=NC=C(C1)F 2-((7-fluoro-2-methylquinazolin-4-yl)amino)-4-((2-((5-fluoropyridin-3-yl)oxy)ethyl)(4-(5,6,7,8-tetrahydro-1,8-naphthyridin-2-yl)butyl)amino)butanoic acid